O,N-dimethylhydroxylamine HCl salt Cl.CONC